6-(3-Fluorophenyl)-3-methyl-1-(pyridazin-3-ylmethyl)imidazo[4,5-b]pyridin FC=1C=C(C=CC1)C=1C=C2C(=NC1)N(CN2CC=2N=NC=CC2)C